ClC=1C=C(C=C(C1)NS(=O)(=O)C)NC(=O)C=1SC(=C(C1)C1=NC=C(C=C1F)N1CC[Si](CC1)(C)C)C N-(3-chloro-5-(methylsulfonamido)phenyl)-4-(5-(4,4-dimethyl-1,4-azasilinan-1-yl)-3-fluoropyridin-2-yl)-5-methylthiophene-2-carboxamide